methyl 2-amino-3-methylbutanoate formate salt C(=O)O.NC(C(=O)OC)C(C)C